CC(CNC(CCOCCOCCOCCC(=O)O)=O)(C)C 16,16-dimethyl-13-oxo-4,7,10-trioxa-14-azaheptadecanoic acid